2-cyanophenalene C(#N)C=1CC=2C=CC=C3C=CC=C(C1)C23